3-chloropropyldimethoxymethyl-silane ClCCC[SiH2]C(OC)OC